3,4,4-trifluorobut-3-en-1-yl 2-(4,5-dichloro-1H-imidazol-1-yl)acetate ClC=1N=CN(C1Cl)CC(=O)OCCC(=C(F)F)F